(1R,4r)-4-((2-(((R)-2-Fluorobutyl)amino)-5-(pyridin-2-yl)pyrimidin-4-yl)amino)cyclohexan-1-ol F[C@@H](CNC1=NC=C(C(=N1)NC1CCC(CC1)O)C1=NC=CC=C1)CC